N(=C=O)CC(CC(CCN=C=O)C)(C)C 1,6-diisocyanato-2,2,4-trimethyl-hexane